16-oxo-16-({4-oxo-1-[2-(propan-2-yloxy)ethyl]-2-sulfanylidene-1H,2H,3H,4H,5H-pyrrolo[3,2-d]pyrimidin-5-yl}methoxy)hexadecanoic acid O=C(CCCCCCCCCCCCCCC(=O)O)OCN1C=CC=2N(C(NC(C21)=O)=S)CCOC(C)C